trans-N-(3-(1-cyclobutyl-1H-pyrazol-4-yl)phenyl)-4-hydroxy-N-((trans-4-(4-methoxy-3-methylphenyl)cyclohexyl)methyl)cyclohexanecarboxamide C1(CCC1)N1N=CC(=C1)C=1C=C(C=CC1)N(C(=O)[C@@H]1CC[C@H](CC1)O)C[C@@H]1CC[C@H](CC1)C1=CC(=C(C=C1)OC)C